CC(O[Si](OC)(C(C)C)C(C)C)(OCC)OCC methyl-diethoxydiisopropyldimethoxysilane